methyl 4-[(8-methoxy-2-methyl-[1,2,4]triazolo[1,5-a]pyridin-6-yl)methyl]cyclohexanecarboxylate COC=1C=2N(C=C(C1)CC1CCC(CC1)C(=O)OC)N=C(N2)C